COC1=CC=C(C=C1)C1=CC=NO1 5-(4-methoxyphenyl)isoxazole